[N+](=[N-])=CC(CC[C@@H](C(=O)OC(C)C)NC([C@H](CC1=CNC2=CC=CC(=C12)C)O)=O)=O isopropyl (S)-6-diazo-2-((S)-2-hydroxy-3-(4-methyl-1H-indol-3-yl)propanamido)-5-oxohexanoate